2-((S)-1-(3-ethoxy-4-methoxyphenyl)-2-(methylsulfonyl)ethyl)-1,3-dioxoisoindole C(C)OC=1C=C(C=CC1OC)[C@@H](CS(=O)(=O)C)N1C(C2=CC=CC=C2C1=O)=O